C(CCCCCCC\C=C/CCCCCCCC)N[C@@H](CS)C(=O)N Oleyl-Cysteinamide